C(C1=CC=CC=C1)N1CCC2(CC1)COC1=C2C=CC(=C1)OC1OCCCC1 1'-benzyl-6-((tetrahydro-2H-pyran-2-yl)oxy)-2H-spiro[benzofuran-3,4'-piperidine]